2-[Di(tert-butyl)phosphino]-1,1'-binaphthyl C(C)(C)(C)P(C1=C(C2=CC=CC=C2C=C1)C1=CC=CC2=CC=CC=C12)C(C)(C)C